FC1=CC(C(C=C1)=O)=O 4-fluoro-1,2-benzoquinone